4-(4-amino-2-methoxyphenyl)piperidine-1-carboxylic acid tert-butyl ester C(C)(C)(C)OC(=O)N1CCC(CC1)C1=C(C=C(C=C1)N)OC